C(C)(C)(C)OC(N(C=1C2=C(N=CN1)N(C=C2Cl)C=2N=C(SC2)CCl)C(=O)OC(C)(C)C)=O N-[(tert-butoxy)carbonyl]-N-{5-chloro-7-[2-(chloromethyl)-1,3-thiazol-4-yl]-7H-pyrrolo[2,3-d]Pyrimidin-4-yl}carbamic acid tert-butyl ester